NC1=C(C=C2C=CN(C2=C1)C(=O)OC(C)(C)C)F tert-butyl 6-amino-5-fluoro-1H-indole-1-carboxylate